C1(CCC1)N1N=CC(=C1)I 1-cyclobutyl-4-iodopyrazole